7-(3-isopropyl-5-(1-((1-methyl-1H-1,2,4-triazol-3-yl)methyl)piperidin-4-yl)-1H-indol-2-yl)-[1,2,4]triazolo[4,3-a]pyridine C(C)(C)C1=C(NC2=CC=C(C=C12)C1CCN(CC1)CC1=NN(C=N1)C)C1=CC=2N(C=C1)C=NN2